4-(4-fluoro-3-(trifluoromethyl)benzyl)piperidine-4-carbonitrile hydrochloride Cl.FC1=C(C=C(CC2(CCNCC2)C#N)C=C1)C(F)(F)F